FC=1C=C(C#N)C=C(C1)CO[C@H](COC(C1=CC=CC=C1)(C1=CC=CC=C1)C1=CC=CC=C1)CCCCCCCCCCCCCCCCCC(F)(F)F (S)-3-fluoro-5-(((20,20,20-trifluoro-1-(trityloxy)icosan-2-yl)oxy)methyl)benzonitrile